C(C)(C)C=1C=C(C=C(C1NC(=O)NS(=O)(=O)C=1C=NN(C1)C(C)C)C(C)C)B(O)O (3,5-diisopropyl-4-(3-((1-isopropyl-1H-pyrazol-4-yl)sulfonyl)ureido)phenyl)boronic acid